ClCC1=CC=C(C=C1)Cl 4-(chloromethyl)-1-chlorobenzene